2-chloro-6-methylbenzamide ClC1=C(C(=O)N)C(=CC=C1)C